ClC1=CC=CC2=C1N=C(S2)C2OCCCC2 chloro-2-(tetrahydro-2H-pyran-2-yl)-benzothiazole